N1CC(C1)C(=O)N1CCC(CC1)N1N=NC(=C1C)C=1C=C(C=2N(C1)N=CC2C#N)OC(CO)C2=NC=CC=C2 6-[1-[1-(azetidine-3-carbonyl)-4-piperidyl]-5-methyl-triazol-4-yl]-4-[2-hydroxy-1-(2-pyridyl)ethoxy]pyrazolo[1,5-a]pyridine-3-carbonitrile